4-((2s,4r)-4-(3-cyanoazetidin-1-yl)-1-((5-cyclopropyl-7-methyl-1H-indol-4-yl)methyl)piperidin-2-yl)benzoic acid C(#N)C1CN(C1)[C@H]1C[C@H](N(CC1)CC1=C2C=CNC2=C(C=C1C1CC1)C)C1=CC=C(C(=O)O)C=C1